NC(C(=O)N)C1=CC(NC=C1C)=O 2-Amino-2-(5-methyl-2-oxo-1H-pyridin-4-yl)acetamide